C(#N)C=1C=C(C=CC1)N1N=CC(=C1)C(C(=O)NC1=CC(=NN1C(=O)OC(C)(C)C)C1CC1)C Tert-butyl 5-{2-[1-(3-cyanophenyl)pyrazol-4-yl]propanamido}-3-cyclopropylpyrazole-1-carboxylate